4-((3-(1,1-difluoropropyl)phenyl)carbamoyl)-2-(4-(2,6-dimethylphenyl)-5-methoxypyridin-2-yl)-5-methyl-1H-imidazole 3-oxide FC(CC)(F)C=1C=C(C=CC1)NC(=O)C=1[N+](=C(NC1C)C1=NC=C(C(=C1)C1=C(C=CC=C1C)C)OC)[O-]